O=C1NC(CC[C@H]1N1C(C2=CC=C(C=C2C1=O)OCCCC1=CC=C(C=N1)OC1CC(C1)OC1=CC=C(C=N1)C=1C=CC=2C3=C(N(C2C1)C(=O)OC(C)(C)C)C=CN=C3)=O)=O tert-butyl 7-(6-((1r,3r)-3-((6-(3-((2-(2,6-dioxopiperidin-3-yl)-1,3-dioxoisoindolin-5-yl)oxy)propyl)pyridin-3-yl)oxy)cyclobutoxy)pyridin-3-yl)-5H-pyrido[4,3-b]indole-5-carboxylate